B([O-])([O-])[O-].[Ca+2].[Na+] Natrium-Calcium Borate